ClC=1N=C(C2=C(N1)N(N=N2)[C@H]2[C@@H]([C@@H]([C@H](O2)COCP(O)(O)=O)O)O)NCC2=C(C=CC=C2)Cl ((((2R,3S,4R,5R)-5-(5-chloro-7-((2-chlorobenzyl)amino)-3H-[1,2,3]triazolo[4,5-d]pyrimidin-3-yl)-3,4-dihydroxytetrahydrofuran-2-yl)methoxy)methyl)phosphonic acid